N-(tert-Butoxycarbonyl)-3-methyl-L-valyl-(4R)-4-(trifluoromethyl)-L-prolyl-3-[(3S)-2-oxopyrrolidin-3-yl]-L-alaninamide C(C)(C)(C)OC(=O)N[C@@H](C(C)(C)C)C(=O)N1[C@@H](C[C@H](C1)C(F)(F)F)C(=O)N[C@@H](C[C@H]1C(NCC1)=O)C(=O)N